ethyl 5-fluoropyridineformate FC=1C=CC(=NC1)C(=O)OCC